C1OC=2C=C(C=CC2O1)C=1N=C(NC1C1=NC=CC=C1)C1=CC=C(C(=O)N)C=C1 4-[4-(3,4-Methylenedioxyphenyl)-5-(2-pyridyl)-1H-imidazol-2-yl]benzoamide